6-[3-fluoro-1-oxido-5-(2-pyridyloxy)pyridin-1-ium-2-yl]-1-(2,2,3,3,3-pentafluoropropyl)-1,7-naphthyridin-2-one FC=1C(=[N+](C=C(C1)OC1=NC=CC=C1)[O-])C=1C=C2C=CC(N(C2=CN1)CC(C(F)(F)F)(F)F)=O